C(=O)NNC(O)=O.CC(C(=O)N)CCCCC(C)(C)C methylneodecanoamide (methamidocarbamate)